FC=1C=C(C=CC1)C1=NC=CC=C1C=1C=C2C(=NC=NC2=CC1)N 6-(2-(3-Fluorophenyl)pyridin-3-yl)quinazolin-4-amine